5-[1-(3,5-dichlorophenyl)-3-(2,2-dimethyl-5-oxo-1,4-diazepane-1-carbonyl)-7-methoxy-4,5-dihydrobenzo[g]indazol-8-yl]pyridine-3-carboxamide ClC=1C=C(C=C(C1)Cl)N1N=C(C=2CCC3=C(C12)C=C(C(=C3)OC)C=3C=C(C=NC3)C(=O)N)C(=O)N3C(CNC(CC3)=O)(C)C